4-(6-((5-chloropyridin-2-yl)methoxy)pyridin-2-yl)piperidinacryloyloxybutylmaleic acid ClC=1C=CC(=NC1)COC1=CC=CC(=N1)C1CCN(CC1)C=CC(=O)OCCCC/C(/C(=O)O)=C/C(=O)O